C[C@H]1[C@@H](C[C@H]([C@@H](O1)O[C@H](C)CCCCCCCCC[C@H](CC(=O)O)O)O)O The molecule is an (omega-1)-hydroxy fatty acid ascaroside that is ascr#24 in which the pro-R hydrogen that is beta to the carboxy group is replaced by a hydroxy group. It is a metabolite of the nematode Caenorhabditis elegans. It has a role as a Caenorhabditis elegans metabolite. It is an (omega-1)-hydroxy fatty acid ascaroside, a 3-hydroxy carboxylic acid and a monocarboxylic acid. It derives from an ascr#24 and a (3R,13R)-3,13-dihydroxymyristic acid. It is a conjugate acid of a bhas#24(1-).